5-(aminomethyl)-thiophene-3-carbonitrile hydrochloride Cl.NCC1=CC(=CS1)C#N